hydroxybutylvinylether OCCCCOC=C